2-[18F]-fluorodeoxysorbitol [18F][C@@](C)(O)[C@@H](O)[C@H](O)[C@H](O)CO